N-(4-methyl-3-(2-((1-methyl-1H-1,2,4-triazol-3-yl)amino)-8,9-dihydroimidazo[1',2':1,6]pyrido[2,3-d]pyrimidin-6-yl)phenyl)-4-(trifluoromethyl)pyridineamide formate salt C(=O)O.CC1=C(C=C(C=C1)NC(=O)C1=NC=CC(=C1)C(F)(F)F)C1=CC2=C(N=C(N=C2)NC2=NN(C=N2)C)N2C1=NCC2